N[C@@H](C(=O)O)CNC(C1=CC(=CC(=C1)F)[C@@H]1[C@@H](OCC1)CC)=O (-)-cis-(2R)-2-amino-3-(3-(2-ethyltetrahydrofuran-3-yl)-5-fluorobenzamido)propanoic acid